N-(5-(6,7-dihydro-4H-pyrazolo[5,1-c][1,4]oxazin-2-yl)-4-((2-(2-fluoropropan-2-yl)-6-methylpyrimidin-4-yl)amino)pyridin-2-yl)acetamide N1=C(C=C2COCCN21)C=2C(=CC(=NC2)NC(C)=O)NC2=NC(=NC(=C2)C)C(C)(C)F